2,5,6,7-tetrahydrooxepin-4-yl trifluoromethanesulfonate FC(S(=O)(=O)OC1=CCOCCC1)(F)F